4-cyano-N-(2-(4,4-dimethylcyclohex-1-en-1-yl)-6-(2,2,6,6-tetramethyltetrahydro-2H-pyran-4-yl)pyridin-3-yl)-1H-imidazole-2-carboxamide C(#N)C=1N=C(NC1)C(=O)NC=1C(=NC(=CC1)C1CC(OC(C1)(C)C)(C)C)C1=CCC(CC1)(C)C